BrC=1C=C(C=C(C1)Cl)C1N(CCN(C1C)C(=O)OC(C)(C)C)C(=O)OC(C)(C)C Di-tert-butyl 2-(3-bromo-5-chlorophenyl)-3-methylpiperazine-1,4-dicarboxylate